butylene diisocyanate C(CCCN=C=O)N=C=O